ClC=1C=2C(N=C3N(C2C=CC1)C1=CC=C(C=C1C31CCCCC1)C1=CCC(CC1)C(=O)OCC)=O ethyl 4-(4'-chloro-5'-oxo-5'H-spiro[cyclohexane-1,7'-indolo[1,2-a]quinazolin]-9'-yl)cyclohex-3-ene-1-carboxylat